C(C1=CC=CC=C1)OC(C=1C(O)=CC=CC1)=O salicylic acid benzyl ester